FC(OC1=CC=C(C=C1)S)(F)F 4-(trifluoromethoxy)benzene-1-thiol